FC(C(=O)N(C=1C=NN(C1)C)[C@H]1CN(C[C@H](C1)F)C)(F)F 2,2,2-Trifluoro-N-[(3R,5S)-5-fluoro-1-methylpiperidin-3-yl]-N-(1-methyl-1H-pyrazol-4-yl)acetamide